1,5-dimethylpyrazole-3-carboxylic acid CN1N=C(C=C1C)C(=O)O